C(C)(=O)C=1C=C(C(=NC1)OCCCC)C=1NC(C=2C(N1)=C(N(N2)C2CN(C2)CC)CC)=O 5-(5-acetyl-2-butoxy-3-pyridinyl)-3-ethyl-2-(1-ethyl-3-azetidinyl)-2,6-di-hydro-7H-pyrazolo[4,3-d]pyrimidin-7-one